C(C)(C)(C)OC(=O)N1CC(C(CC1)C1=CC=C(C=C1)[N+](=O)[O-])=O 4-(4-nitrophenyl)-3-oxo-piperidine-1-carboxylic acid tert-butyl ester